O1CC(C1)N1CCN(CC1)C(=O)[O-] 4-(oxetan-3-yl)piperazine-1-carboxylate